Cl.NC1=C(C(=NC=C1)Cl)C(C)=O 1-(4-amino-2-chloropyridin-3-yl)ethanone hydrochloride